F[P-](F)(F)(F)(F)F.C[N+](=C(O)NN1CCOCC1)C N,N-dimethyl-morpholinyl-uronium hexafluorophosphate